NC1=NN2C(C=C(C=C2)C=2C(=C(C(=O)NCC([C@](C)(O)C3=CC=C(C=C3)Cl)(F)F)C(=CC2)C)F)=N1 |r| Racemic-3-(2-amino-[1,2,4]triazolo[1,5-a]pyridin-7-yl)-N-(3-(4-chlorophenyl)-2,2-difluoro-3-hydroxybutyl)-2-fluoro-6-methylbenzamide